6-(1-acetyl-4-fluoro-piperidin-4-yl)-7-methoxy-2-methylquinazoline C(C)(=O)N1CCC(CC1)(F)C=1C=C2C=NC(=NC2=CC1OC)C